6,6-dimethyl-3-((7-(4-methyl-3-((2-oxopiperazin-1-yl)methyl)-6-(trifluoromethyl)pyridin-2-yl)thieno[3,2-b]pyridin-2-yl)methyl)-3-azabicyclo[3.1.0]hexane-2,4-dione dihydrochloride Cl.Cl.CC1(C2C(N(C(C12)=O)CC1=CC2=NC=CC(=C2S1)C1=NC(=CC(=C1CN1C(CNCC1)=O)C)C(F)(F)F)=O)C